FC(C(=O)O)(F)F.ClC1=CC(=C(C(=N1)C)NC1CNCC1)C1=C2C(=NC=C1)C=C(S2)CN2C(C1C(C1C2=O)(C)C)=O 3-((7-(6-chloro-2-methyl-3-(pyrrolidin-3-ylamino)pyridin-4-yl)thieno[3,2-b]pyridin-2-yl)methyl)-6,6-dimethyl-3-azabicyclo[3.1.0]hexane-2,4-dione 2,2,2-trifluoroacetate